O[C@@H]1C[C@@H](CCCC1)NC1=NC(=NC=C1C(=O)N)NC1(CCOCC1)C 4-((1R,3S)-3-hydroxycycloheptylamino)-2-(4-methyltetrahydro-2H-pyran-4-ylamino)pyrimidine-5-carboxamide